COCNC(=O)C1=CN=CC2=CC=CC=C12 isoquinoline-4-carboxylic acid methoxymethyl-amide